1-(2-deoxy-2-fluoro-β-L-arabinofuranosyl)-5-methyluracil F[C@H]1[C@H](O[C@H]([C@@H]1O)CO)N1C(=O)NC(=O)C(=C1)C